ClC1=CC=C(C=C1)CN1C([C@H](CSC2=C1C=C(C(=C2)F)C2=NOC(=N2)C2(CCN(CC2)CC(F)(F)F)C)NC(OC(C)(C)C)=O)=O tert-butyl N-[(3R)-5-[(4-chlorophenyl)methyl]-8-fluoro-7-[5-[4-methyl-1-(2,2,2-trifluoroethyl)-4-piperidyl]-1,2,4-oxadiazol-3-yl]-4-oxo-2,3-dihydro-1,5-benzothiazepin-3-yl]carbamate